4-(1-(3-(1-(2-(2,6-dioxopiperidin-3-yl)-1,3-dioxoisoindolin-5-yl)piperidin-4-yl)propanoyl)piperidin-4-yl)-N-(2-(((S)-2-methylpyrrolidin-1-yl)methyl)benzo[d]oxazol-5-yl)benzamide O=C1NC(CCC1N1C(C2=CC=C(C=C2C1=O)N1CCC(CC1)CCC(=O)N1CCC(CC1)C1=CC=C(C(=O)NC=2C=CC3=C(N=C(O3)CN3[C@H](CCC3)C)C2)C=C1)=O)=O